C1(CC1)C(=O)NC1=C(C(=O)NOC)C(=CC=N1)NC1=C(C=CC=C1)S(N(C)C)(=O)=O (Cyclopropanecarboxamido)-4-((2-(N,N-dimethylsulfamoyl)phenyl)amino)-N-methoxynicotinamide